OC=1C=C(C(=O)N)C=CC1N1C=CC=C1 3-hydroxy-4-(1H-pyrrol-1-yl)benzamide